COC(=O)C1=CN=C(O1)C(C(=O)OC)C=1C(=NC(=CC1)N1CC2CC2C1)C 2-[1-(6-{3-azabicyclo[3.1.0]hex-3-yl}-2-methylpyridin-3-yl)-2-methoxy-2-oxoethyl]-1,3-oxazole-5-carboxylic acid methyl ester